CN(C1=CC=C(C=2C1=NSN2)/C=C/C=2SC1=C([N+]2C)C=CC=C1)C (E)-2-(2-(7-(dimethylamino)benzo[c][1,2,5]thiadiazol-4-yl)vinyl)-3-methylbenzo[d]thiazol-3-ium